4-(5-((3-(2,5-difluorophenyl)isoxazol-5-yl)methyl)-5H-imidazo[4,5-c]pyridin-2-yl)benzonitrile FC1=C(C=C(C=C1)F)C1=NOC(=C1)CN1C=C2C(C=C1)=NC(=N2)C2=CC=C(C#N)C=C2